FC=1C(=NC=C(C(=O)N)C1)OC1=CC(=C(C=C1)C1=NN=NN1)F 5-fluoro-6-(3-fluoro-4-(1H-tetrazol-5-yl)phenoxy)nicotinamide